4-[4-(6-methyl-9-methylsulfonyloxy-1,5-dihydro-3H-2,4-benzodioxepin-3-yl)-2-thiazolyl]-1-[2-[3,5-bis(difluoromethyl)-1H-pyrazol-1-yl]acetyl]piperidine CC1=CC=C(C=2COC(OCC21)C=2N=C(SC2)C2CCN(CC2)C(CN2N=C(C=C2C(F)F)C(F)F)=O)OS(=O)(=O)C